C(C)C=1C=C(C(=CC1OCC)CC)O 3,6-diethyl-4-ethoxy-phenol